O=C1NN=CC=C1 oxo-2,3-dihydropyridazine